F[C@H]1CCN(C1)C(C(C)(C)F)=O (3R,4S)-4-fluoro-1-(2-fluoro-2-methylpropanoyl)pyrrolidin